(5S)-5-{[(3RS)-3-Hydroxy-3-(trifluoromethyl)pyrrolidin-1-yl]carbonyl}-2-(4-methylbenzyl)-5,6,7,8-tetrahydro[1,2,4]triazolo[4,3-a]pyridin-3(2H)-one O[C@]1(CN(CC1)C(=O)[C@@H]1CCCC=2N1C(N(N2)CC2=CC=C(C=C2)C)=O)C(F)(F)F |&1:1|